N-benzyl-2-(cyclohex-1-ylethynyl-ethynyl)benzamide tert-butyl-[6-(1-methyl-1H-pyrazol-4-yl)-3-isoquinolinyl]carbamate C(C)(C)(C)N(C(O)=O)C=1N=CC2=CC=C(C=C2C1)C=1C=NN(C1)C.C(C1=CC=CC=C1)NC(C1=C(C=CC=C1)C#CC#CC1CCCCC1)=O